tetrachloro-perylenetetracarboxylic acid diimide ClC=1C(=C2C3=C(C(=C(C4=C(C(=C(C(C=5C=CC=C(C1)C25)=C43)C(O)=N)C(O)=N)C(=O)O)C(=O)O)Cl)Cl)Cl